C(C(C)(C)C)[Si](OCCOC)(OCCOC)OCCOC neopentyl-tris-(2-methoxyethoxy)silane